5-[(E)-2-(benzyloxy)-4-[bis[2-[(tert-butyldiphenylsilyl)oxy]ethyl]amino]styryl]thiophene-2-carbaldehyde C(C1=CC=CC=C1)OC1=C(/C=C/C2=CC=C(S2)C=O)C=CC(=C1)N(CCO[Si](C1=CC=CC=C1)(C1=CC=CC=C1)C(C)(C)C)CCO[Si](C1=CC=CC=C1)(C1=CC=CC=C1)C(C)(C)C